C[C@@H]1CC2(OCC(CO2)CN2CCCC2)CCN1C(=O)[C@H](CC(C)C)N1C([C@@H](N(CC1)C)CC(C)C)=O (S)-1-[(S)-1-({(R)-8-Methyl-3-[(1-pyrrolidinyl)methyl]-1,5-dioxa-9-aza-9-spiro[5.5]undecyl}carbonyl)-3-methylbutyl]-3-isobutyl-4-methyl-2-piperazinone